C(C)(C)(C)OC(=O)NC(C(=O)O)CC(F)F 2-{[(tert-butoxy)carbonyl]amino}-4,4-difluorobutyric acid